methyl (S,E)-2-(1-(5-((tetrahydrofuran-3-yl)oxy)pyridin-2-yl)ethylidene)hydrazine-1-carbodithioate O1C[C@H](CC1)OC=1C=CC(=NC1)\C(\C)=N\NC(=S)SC